ClC=1C=CC(=C(C1)C1=NN(C=C1NC(=O)C=1C=NN2C1N=CC=C2)CC(=O)NC2CCC2)OC N-(3-(5-chloro-2-methoxyphenyl)-1-(2-(cyclobutylamino)-2-oxoethyl)-1H-pyrazol-4-yl)pyrazolo[1,5-a]pyrimidine-3-carboxamide